1-amino-N-(4-(4-fluoro-1-methyl-1H-pyrazol-5-yl)phenyl)cyclopropane-1-carboxamide NC1(CC1)C(=O)NC1=CC=C(C=C1)C1=C(C=NN1C)F